2,3,4,6-tetrakis(3,6-di-tert-butyl-9H-carbazol-9-yl)-5-(pyridin-4-yl)benzonitrile C(C)(C)(C)C=1C=CC=2N(C3=CC=C(C=C3C2C1)C(C)(C)C)C1=C(C#N)C(=C(C(=C1N1C2=CC=C(C=C2C=2C=C(C=CC12)C(C)(C)C)C(C)(C)C)N1C2=CC=C(C=C2C=2C=C(C=CC12)C(C)(C)C)C(C)(C)C)C1=CC=NC=C1)N1C2=CC=C(C=C2C=2C=C(C=CC12)C(C)(C)C)C(C)(C)C